2,3,5,6-tetrafluorotrichlorotoluene FC1=C(C(Cl)(Cl)Cl)C(=C(C=C1F)F)F